C(#N)C1=C(C=C(C=N1)NC(C(C(=O)OCCO)(C)O)=O)C(F)(F)F 2-Hydroxyethyl 3-((6-cyano-5-(trifluoromethyl)pyridin-3-yl)amino)-2-hydroxy-2-methyl-3-oxopropanoate